Di(n-butyl)phosphite C(CCC)OP(OCCCC)[O-]